3-((2S)-2-hydroxy-3-(8-(naphthalen-2-ylsulfonyl)-1-oxa-8-azaspiro[4.5]decan-3-ylamino)propoxy)-N-methylbenzenesulfonamide O[C@H](COC=1C=C(C=CC1)S(=O)(=O)NC)CNC1COC2(C1)CCN(CC2)S(=O)(=O)C2=CC1=CC=CC=C1C=C2